C(#N)C1=CC(=C(C=C1)C1OC2=C(C1)C(=CC=C2)C=2CCN(CC2)C(=O)OC(C)(C)C)F Tert-butyl 4-(2-(4-cyano-2-fluorophenyl)-2,3-dihydrobenzofuran-4-yl)-3,6-dihydropyridine-1(2H)-carboxylate